2-(6-(6-((5-chloropyrazin-2-yl)methyl)-3,6-diazabicyclo[3.1.1]heptan-3-yl)pyridine-3-yl)-6-methyl-N-(5-methyl-1H-pyrazol-3-yl)pyrimidin-4-amine ClC=1N=CC(=NC1)CN1C2CN(CC1C2)C2=CC=C(C=N2)C2=NC(=CC(=N2)NC2=NNC(=C2)C)C